NC1=NN2C(C=C(C=C2)C=2C(=C(OC(CC(C(C)(O)C3=CC=C(C=C3)F)(F)F)C)C(=CC2)F)F)=N1 5-(3-(2-amino-[1,2,4]triazolo[1,5-a]pyridin-7-yl)-2,6-difluorophenoxy)-3,3-difluoro-2-(4-fluorophenyl)hexan-2-ol